BrC1=CN=CC(=N1)C(C(=O)N)Cl (6-Bromopyrazin-2-yl)-2-chloroacetamide